2-propyl-1,3-dioxane-5,5-dimethanol C(CC)C1OCC(CO1)(CO)CO